NC(=N)N.NC=1N=NN[NH+]1 5-aminotetrazolium guanidine salt